CC(CO[NH3+])(C)C N-trimethyleth-1-oxy-ammonium